4-phenyl-5-(thiophen-2-yl)-1H-imidazol C1(=CC=CC=C1)C=1N=CNC1C=1SC=CC1